3,5-diamino-4-methylbenzenesulfonate NC=1C=C(C=C(C1C)N)S(=O)(=O)[O-]